(E)-1-(2-iodovinyl)-4-methylbenzene I/C=C/C1=CC=C(C=C1)C